1,3-dimethylimidazole dimethylphosphonate COP(OC)=O.CN1CN(C=C1)C